(3-Bromo-6-chloropyridin-2-yl)methanol methyl-4-(prop-1-en-2-yl)-1-((2-(trimethylsilyl)ethoxy)methyl)-1H-pyrazole-3-carboxylate CC1=C(C(=NN1COCC[Si](C)(C)C)C(=O)OCC1=NC(=CC=C1Br)Cl)C(=C)C